1-(2-((2-benzhydrylquinuclidin-3-yl)oxy)phenyl)prop-2-en-1-one C(C1=CC=CC=C1)(C1=CC=CC=C1)C1N2CCC(C1OC1=C(C=CC=C1)C(C=C)=O)CC2